1-(5-bromo-1H-indazol-6-yl)ethanone BrC=1C=C2C=NNC2=CC1C(C)=O